5-oxo-2,3-dihydro-5H-[1,3]oxazolo[3,2-a]pyridine-7-carboxylic acid O=C1C=C(C=C2N1CCO2)C(=O)O